NS(=O)(=O)NC1CCN(CC1)C1=C(C=C(C=C1)F)NC(=O)C=1N=C(C=2N(C1)C=CN2)C2=CNC=C2 N-(2-{4-[(aminosulfonyl)amino]hexahydropyridin-1-yl}-5-fluorophenyl)-8-(1H-pyrrol-3-yl)imidazo[3,2-a]pyrazine-6-carboxamide